3-[2-(cyclopropoxy)-5-fluoro-3-pyridyl]-5-piperazin-1-yl-pyrazolo[1,5-a]pyrimidine C1(CC1)OC1=NC=C(C=C1C=1C=NN2C1N=C(C=C2)N2CCNCC2)F